[2-(2-aminophenyl)phenyl]methylsulfonyloxy-palladium NC1=C(C=CC=C1)C1=C(C=CC=C1)CS(=O)(=O)O[Pd]